N(N)C1=CC=C(C=C1)NN 1,4-dihydrazinobenzol